methyl 4-[4-(4-hydroxy-2-methyl-6-oxopyridin-1-yl)-5-methylthiophen-2-yl]pyrimidine-2-carboxylate OC=1C=C(N(C(C1)=O)C=1C=C(SC1C)C1=NC(=NC=C1)C(=O)OC)C